FC(C(=O)O)(F)F.COC(C1=CC=C(C=C1)OC[C@H]1CNCC1)=O (R)-4-(pyrrolidin-3-ylmethoxy)benzoic acid methyl ester trifluoroacetate